(3aR,5S,6R,6aR)-5-((R)-2,2-dimethyl-1,3-dioxolan-4-yl)-2,2-dimethyltetrahydrofuran CC1(OC[C@@H](O1)[C@@H]1CCC(O1)(C)C)C